FC1=C(OC(=O)N2C=CC3=CC(=CC=C23)C(=O)P(O)(O)=O)C(=C(C(=C1F)F)F)F (2,3,4,5,6-Pentafluorophenoxycarbonyl)-1H-indole-5-carbonyl-phosphonic acid